C(C1=CC=CC=C1)OC=1C=C(COC2(CCCCC2)C(=O)OCC)C=CC1 ethyl 1-((3-(benzyloxy)benzyl)oxy)cyclohexane-1-carboxylate